1-(4-(4-methylpiperidin-1-yl)phenylsulfonyl)piperidin CC1CCN(CC1)C1=CC=C(C=C1)S(=O)(=O)N1CCCCC1